ClC=1C=C(C=CC1F)NC(N(C=1C=NC(=CC1)OC)CC1=NN(C(=C1C(F)(F)F)OC)C1OCCCC1)=O 3-(3-chloro-4-fluorophenyl)-1-((5-methoxy-1-(tetrahydro-2H-pyran-2-yl)-4-(trifluoromethyl)-1H-pyrazol-3-yl)methyl)-1-(6-methoxypyridin-3-yl)urea